C1(CC1)C(=O)NC1=CC(=C(N=N1)C(=O)NC([2H])([2H])[2H])NC1=CC=CC=2C3=C([C@H](N(C12)C)C)N(N=N3)C |o1:27| rel-(R)-6-(cyclopropanecarboxamido)-N-(methyl-d3)-4-((3,4,5-trimethyl-4,5-dihydro-3H-[1,2,3]triazolo[4,5-c]quinolin-6-yl)amino)pyridazine-3-carboxamide